tert-butyl (2R,4R)-4-[(tert-butyldiphenylsilyl)oxy]-2-(methoxymethyl)pyrrolidinecarboxylate [Si](C1=CC=CC=C1)(C1=CC=CC=C1)(C(C)(C)C)O[C@@H]1C[C@@H](N(C1)C(=O)OC(C)(C)C)COC